FC1(CC2(CC(C2)NC2=NN3C(C=N2)=C(C=C3)C=3C=NC=2N(C3)C=CN2)C1)F N-(6,6-difluorospiro[3.3]heptan-2-yl)-5-(imidazo[1,2-a]pyrimidin-6-yl)pyrrolo[2,1-f][1,2,4]triazin-2-amine